1-adamantane-acetic acid C12(CC3CC(CC(C1)C3)C2)CC(=O)O